cis-1-amino-3-(trifluoromethyl)cyclohexanecarboxylic acid N[C@]1(C[C@H](CCC1)C(F)(F)F)C(=O)O